NC1=C2C(=NC=N1)N(N=C2C2=CC=C(C=C2)OC2=CC=CC=C2)C2CCN(CC2)C(CCCCSC2=CC(=C1C(N(C(C1=C2)=O)C2C(NC(CC2)=O)=O)=O)F)=O 6-((5-(4-(4-amino-3-(4-phenoxyphenyl)-1H-pyrazolo[3,4-d]pyrimidin-1-yl)piperidin-1-yl)-5-oxopentyl)thio)-2-(2,6-dioxopiperidin-3-yl)-4-fluoroisoindoline-1,3-dione